C1CC(=O)CCC1C(=O)O The molecule is a 5-oxo monocarboxylic acid that is cyclohexanone in which one of the hydrogens at position 4 is substituted by a carboxylic acid group. It derives from a cyclohexanone and a cyclohexanecarboxylic acid. It is a conjugate acid of a 4-oxocyclohexanecarboxylate.